Diethyl (4-chlorophenylsulfonyl)methylphosphonate ClC1=CC=C(C=C1)S(=O)(=O)CP(OCC)(OCC)=O